2,4,5-Trichloropyrrolo[2,1-f][1,2,4]triazine ClC1=NN2C(C(=N1)Cl)=C(C=C2)Cl